[2H]C(N1N=NC(=C1)C=1C=CC(=NC1)N)(C1=C(C=C(C(=C1)F)C=1OC(=NN1)C(F)F)F)[2H] 5-[1-[dideuterio-[4-[5-(difluoromethyl)-1,3,4-oxadiazol-2-yl]-2,5-difluorophenyl]methyl]triazol-4-yl]pyridin-2-amine